2-fluoro-5-[(1-methylcyclopropyl)sulfamoyl]benzoic acid FC1=C(C(=O)O)C=C(C=C1)S(NC1(CC1)C)(=O)=O